FC1=C(C=CC(=C1F)F)C=1N=NN(C1)C1OCCCC1O (4-(2,3,4-trifluorophenyl)-1H-1,2,3-triazol-1-yl)tetrahydro-2H-pyran-3-ol